3-(6-(3-hydroxypropyl)-9H-pyrido[2,3-b]indol-9-yl)piperidine-2,6-dione OCCCC=1C=C2C3=C(N(C2=CC1)C1C(NC(CC1)=O)=O)N=CC=C3